Bis(methyl methylthio) ether CCSOSCC